C(C)(C)(C)OC(=O)NC1(CCOCC1)C(=O)NC1(CC1)C1=CC(=C(C(=O)OC)C=C1)F methyl 4-[1-[[4-(tert-butoxycarbonylamino) tetrahydropyran-4-carbonyl] amino] cyclopropyl]-2-fluoro-benzoate